OC=1C(=NC=CC1)C(=O)NC1=CC=C(C=N1)CNC(=O)C1(CCC2=CC=CC=C12)NC(OC(C)(C)C)=O tert-butyl (1-(((6-(3-hydroxypicolinamido)pyridin-3-yl)methyl)carbamoyl)-2,3-dihydro-1H-inden-1-yl)carbamate